(S)-2-(2,6-dichloro-4-(6-methoxypyridin-3-yl)benzamido)-3-(2-(3-guanidinobenzoylamino)acetamido)propanoic acid ClC1=C(C(=O)N[C@H](C(=O)O)CNC(CNC(C2=CC(=CC=C2)NC(=N)N)=O)=O)C(=CC(=C1)C=1C=NC(=CC1)OC)Cl